O1CC(C1)S(=O)(=O)C1=C(C2=NC=CC=C2S1)C(=O)N (oxetan-3-ylsulfonyl)thieno[3,2-b]pyridine-3-carboxamide